2-(6'-bromo-1,1-difluoro-1',3'-dioxospiro[cyclobutane-3,4'-isoquinoline]-2'-yl)-N-(5-fluoropyrimidin-2-yl)acetamide BrC=1C=C2C3(C(N(C(C2=CC1)=O)CC(=O)NC1=NC=C(C=N1)F)=O)CC(C3)(F)F